ammonium (R)-1-((2S,3S,5R)-3-(benzyloxy)-5-(5-fluoro-2,4-dioxo-3,4-dihydropyrimidin-1(2H)-yl)tetrahydrofuran-2-yl)-2,2,2-trifluoroethyl phosphate P(=O)(O[C@@H](C(F)(F)F)[C@H]1O[C@H](C[C@@H]1OCC1=CC=CC=C1)N1C(NC(C(=C1)F)=O)=O)([O-])[O-].[NH4+].[NH4+]